2-[1-[3-(5-methoxypyrazin-2-yl)pyrazin-2-yl]ethyl]isoindoline-1,3-dione COC=1N=CC(=NC1)C=1C(=NC=CN1)C(C)N1C(C2=CC=CC=C2C1=O)=O